N-[1-(1,3-benzothiazol-2-yl)-2-(3-cyanophenyl)ethyl]benzenesulfonamide S1C(=NC2=C1C=CC=C2)C(CC2=CC(=CC=C2)C#N)NS(=O)(=O)C2=CC=CC=C2